5-chloro-2,4-difluorobenzoyl chloride ClC=1C(=CC(=C(C(=O)Cl)C1)F)F